1-{4-[7-(aminocarbonyl)-2H-indazole-2-yl]benzyl}-4-[(methylsulfonyl)amino]piperidinium NC(=O)C1=CC=CC2=CN(N=C12)C1=CC=C(C[NH+]2CCC(CC2)NS(=O)(=O)C)C=C1